2-(5-Bromomethylpyridyl)-3-carbonyl-butanoic acid ethyl ester C(C)OC(C(C(C)=C=O)C1=NC=C(C=C1)CBr)=O